OC(CCCCCCCCCCC(=O)[O-])CCCCCC.[Li+] Lithium 12-Hydroxystearat